[5-(1-cyclobutylethyl)-1H-pyrazol-3-yl][(1R,5S,6r)-6-(5,5-dimethyl-4,5-dihydro-1,2-oxazol-3-yl)-3-azabicyclo[3.1.0]hex-3-yl]methanone C1(CCC1)C(C)C1=CC(=NN1)C(=O)N1C[C@H]2C([C@H]2C1)C1=NOC(C1)(C)C